C(C)(C)C1=C(C=CC=C1)[C@H]1N(CCN(C1)CC1=NC=CC=C1)C1CC2(C1)CCN(CC2)C2=CC=C(C(=O)N)C=C2 4-(2-((R)-2-(2-isopropylphenyl)-4-(pyridin-2-ylmethyl)piperazin-1-yl)-7-azaspiro[3.5]nonan-7-yl)benzamide